silver(I) bifluoride F[H-]F.[Ag+]